O=C1NC(CCC1N1C(C2=CC=C(C=C2C1=O)N1CCN(CC1)CC1CCN(CC1)C1=CC=C(C(=O)NC2=CC3=C(NC(=N3)CN3[C@H](CCC3)C)C=C2)C=C1)=O)=O 4-(4-((4-(2-(2,6-dioxopiperidin-3-yl)-1,3-dioxoisoindolin-5-yl)piperazin-1-yl)methyl)piperidin-1-yl)-N-(2-(((S)-2-methylpyrrolidin-1-yl)methyl)-1H-benzo[d]imidazol-5-yl)benzamide